N-(3-Methyl-butyl)-4-[3-(4-methoxybenzamido)-phenylamino]-benzamide CC(CCNC(C1=CC=C(C=C1)NC1=CC(=CC=C1)NC(C1=CC=C(C=C1)OC)=O)=O)C